ClC1=NC(=C2N(C(=NC2=N1)C(=O)C1=CC(=CC2=CC=C(C(=C12)C#C[Si](C(C)C)(C(C)C)C(C)C)F)OCOC)C1CCC1)N1C(CC(CC1)C#N)C 1-{2-chloro-7-cyclobutyl-8-[7-fluoro-3-(methoxymethoxy)-8-{[tri(propan-2-yl)silyl]ethynyl}naphthalene-1-carbonyl]-7H-purin-6-yl}-2-methylpiperidine-4-carbonitrile